N-(3-((4-chloro-1,3,5-triazin-2-yl)amino)phenyl)acrylamide 2-methoxy-2-methylpropyl-(R)-(5-(5-ethyl-1,2,4-oxadiazol-3-yl)-2,3-dihydro-1H-inden-1-yl)carbamate COC(CN(C(O)=O)[C@@H]1CCC2=CC(=CC=C12)C1=NOC(=N1)CC)(C)C.ClC1=NC(=NC=N1)NC=1C=C(C=CC1)NC(C=C)=O